tert-butyl (4-(4-amino-6-(propyn-1-yl)-5-(quinolin-3-yl)-7H-pyrrolo[2,3-d]pyrimidin-7-yl)bicyclo[2.2.1]heptan-1-yl)carbamate NC=1C2=C(N=CN1)N(C(=C2C=2C=NC1=CC=CC=C1C2)C#CC)C21CCC(CC2)(C1)NC(OC(C)(C)C)=O